C1(CCCCC1)P(C1=C(C(=O)O)C=CC=C1)C1=CC=CC=C1 ortho-(cyclohexyl-phenylphosphino)benzoic acid